FC1=CC2=C(C(=CO2)C=2C=C(OC2)C(C(=O)O)CC=O)C=C1 (4-(6-fluorobenzofuran-3-yl)furan-2-yl)-4-oxobutanoic acid